((2-Chloro-6H-benzo[c]chromene-3,8-diyl)bis(oxy))bis(t-butyldimethylsilane) ClC=1C=C2C3=C(COC2=CC1O[Si](C)(C)C(C)(C)C)C=C(C=C3)O[Si](C)(C)C(C)(C)C